(S)-2-azido-N-(2-fluoro-4-(hydroxymethyl)phenyl)acrylamide N(=[N+]=[N-])C(C(=O)NC1=C(C=C(C=C1)CO)F)=C